p-toluenesulfonic acid 1,4-Diazepan-1-carboxylate N1(CCNCCC1)C(=O)O.CC1=CC=C(C=C1)S(=O)(=O)O